(3,5-dimethylphenyl)pentylphosphine chloride [Cl-].CC=1C=C(C=C(C1)C)CCCCCP